1-(4-methoxycyclohexanecarbonyl)-3-[3-methyl-4-(1,3-oxazol-2-yloxy)phenyl]urea COC1CCC(CC1)C(=O)NC(=O)NC1=CC(=C(C=C1)OC=1OC=CN1)C